(6-(7-(aminomethyl)-7-(4-methylthiazol-2-yl)-3-azabicyclo[4.1.0]heptan-3-yl)-3-(quinolin-5-yl)-1H-pyrazolo[3,4-b]pyrazin-5-yl)methanol NCC1(C2CCN(CC12)C1=C(N=C2C(=N1)NN=C2C2=C1C=CC=NC1=CC=C2)CO)C=2SC=C(N2)C